CO[C@@H]1[C@H]([C@@H]2[C@H](OC1(C)C)OC(O2)(C)C)O (3aR,6R,7R,7aR)-6-Methoxy-2,2,5,5-tetramethyltetrahydro-5H-[1,3]dioxolo[4,5-b]pyran-7-ol